C(C=C)(=O)N1CCN(CC1)C=1C2=C(N(C(N1)=O)C=1C(=NC=CC1C)C(C)C)N=C(C(=C2)C2CC2)C2=C(C=CC=C2)OC (4-Acryloylpiperazin-1-yl)-6-cyclopropyl-1-(2-isopropyl-4-methylpyridin-3-yl)-7-(2-methoxyphenyl)pyrido[2,3-d]pyrimidin-2(1H)-one